ethyl-4-(2-(tert-butoxy)-2-oxoethyl)-3-fluorobenzoate C(C)OC(C1=CC(=C(C=C1)CC(=O)OC(C)(C)C)F)=O